1-(2-fluoro-5-trifluoromethyl-benzyl)-3-spiro[3.3]hept-2-yl-urea FC1=C(CNC(=O)NC2CC3(C2)CCC3)C=C(C=C1)C(F)(F)F